FC1(CN(CCC1)C1=CN(C2=C1N=C(N=C2)SCCC(=O)O)C(C)C)F 3-((7-(3,3-difluoropiperidin-1-yl)-5-isopropyl-5H-pyrrolo[3,2-d]pyrimidin-2-yl)thio)propionic acid